9-tert-butyl 3-ethyl 5-hydroxy-4-(methoxymethyl)pyrido[3,4-b]indole-3,9-dicarboxylate OC1=C2C3=C(N(C2=CC=C1)C(=O)OC(C)(C)C)C=NC(=C3COC)C(=O)OCC